BrC1=NC(=C(C=C1NC(OC(C)(C)C)=O)Cl)C1CC1 tert-Butyl (2-bromo-5-chloro-6-cyclopropylpyridin-3-yl)carbamate